NC1=NC=NC=2N(C3=CC=C(C=C3C21)C(=O)OC)CC(=O)O 2-(4-amino-6-(methoxycarbonyl)-9H-pyrimido[4,5-b]indol-9-yl)acetic acid